BrC=1C=CC=2N(C(N=C(N2)C2=CC=CC=C2)=O)C1 7-bromo-2-phenyl-pyrido[1,2-a][1,3,5]triazin-4-one